BrC1=CC2=C(C(=NO2)NS(=O)(=O)C2=C(C=C(C=C2OC)C2=NN(C=C2)C)OC)C=C1OC N-(6-bromo-5-methoxy-1,2-benzoxazol-3-yl)-2,6-dimethoxy-4-(1-methyl-1H-pyrazol-3-yl)benzene-1-sulfonamide